CN1C2CCC(C1)(CC2)C=2SC1=C(N2)C=C(C=C1)B1OC(C(O1)(C)C)(C)C 2-(2-methyl-2-azabicyclo[2.2.2]octan-4-yl)-5-(4,4,5,5-tetramethyl-1,3,2-dioxaborolan-2-yl)benzo[d]thiazole